1-(4-phenylbut-3-en-2-yl)piperidine-4-carboxamide C1(=CC=CC=C1)C=CC(C)N1CCC(CC1)C(=O)N